tri(6-methyl-3-heptyl) citrate C(CC(O)(C(=O)OC(CC)CCC(C)C)CC(=O)OC(CC)CCC(C)C)(=O)OC(CC)CCC(C)C